ClC(C(=O)OC1=CC(=C(C(=C1)C)NC(C(C)Cl)=O)C)C [4-(2-chloropropanoylamino)-3,5-dimethyl-phenyl] 2-chloro-propanoate